C(#N)C1=C(C=C(OC2CCC(CC2)NC(=O)N2NC=C(C=C2)Cl)C=C1)Cl 5-chloro-pyridazine-2-carboxylic acid [4-(4-cyano-3-chloro-phenoxy)-cyclohexyl]-amide